ClC1=NC(=NC(=N1)Cl)NC=1C=C(C=CC1)NC(C=C)=O N-(3-((4,6-dichloro-1,3,5-triazin-2-yl)amino)phenyl)acrylamide